8-(3-fluorophenyl)-4-((4-methoxyphenyl)sulfonyl)-3,4-Dihydro-2H-pyrido[4,3-b][1,4]thiazine FC=1C=C(C=CC1)C1=CN=CC2=C1SCCN2S(=O)(=O)C2=CC=C(C=C2)OC